O=C1NC(CCC1N1C(C2=CC(=C(C=C2C1)CN1CCN(CC1)C1=C(C=C(C=C1)NC(C1=CC(=C(C=C1)C)C#CC1=CN=C2N1N=CC=C2)=O)C(F)(F)F)F)=O)=O N-(4-(4-((2-(2,6-dioxopiperidin-3-yl)-6-fluoro-1-oxoisoindoline-5-yl)methyl)piperazine-1-yl)-3-(trifluoromethyl)phenyl)-3-(imidazo[1,2-b]pyridazin-3-ylethynyl)-4-methylbenzamide